FC1=C(C=C(C(=C1)OC)OCC1=C2C=NC=NC2=CC=C1)N1C(NC=2C(C1=O)=C(SC2)C(=O)O)=O 3-(2-fluoro-4-methoxy-5-(quinazolin-5-ylmethoxy)phenyl)-2,4-dioxo-1H-thieno[3,4-d]pyrimidine-5-carboxylic acid